O1C=CC=2C(=NC=CC21)C2=CC=C(C(=O)NC1CC3(C1)CC(C3)C(C)(C)O)C=C2 4-(furo[3,2-c]pyridin-4-yl)-N-[6-(2-hydroxypropan-2-yl)spiro[3.3]heptane-2-yl]benzamide